ClC1=CC(=C(CNC(=O)C=2SC(=CC2)S(NC)(=O)=O)C=C1)OC N-(4-chloro-2-methoxybenzyl)-5-(N-methylsulfamoyl)thiophene-2-carboxamide